3-cyano-N-indan-2-yl-2-(methoxymethyl)pyrazolo[1,5-a]pyrimidine-7-carbothioamide C(#N)C=1C(=NN2C1N=CC=C2C(NC2CC1=CC=CC=C1C2)=S)COC